3-(2-Cyclopropylpyrimidin-5-yl)-5-(trifluoromethyl)pyridineformylhydrazine C1(CC1)C1=NC=C(C=N1)C=1C(=NC=C(C1)C(F)(F)F)C(=O)NN